Tetrahydro-2H-pyran-4-yl(8-amino-6-(7-cyano-4-methyl-5,6,7,8-tetrahydro-1,5-naphthyridin-3-yl)-7-fluoroisoquinolin-3-yl)carbamate O1CCC(CC1)OC(NC=1N=CC2=C(C(=C(C=C2C1)C=1C=NC=2CC(CNC2C1C)C#N)F)N)=O